2-amyl-9,10-anthracenediol C(CCCC)C1=CC2=C(C3=CC=CC=C3C(=C2C=C1)O)O